(biphenylyl)[(phenyl)(dimethylfluorenyl)triazineyl]dibenzothiophene C1(=C(C=CC=C1)C1=C(C2=C(SC3=C2C=CC=C3)C=C1)C1=NN=NC(=C1C1=C(C(=CC=3C2=CC=CC=C2CC13)C)C)C1=CC=CC=C1)C1=CC=CC=C1